tert-butyl ((5-chloro-3-oxo-2-(2-oxo-2-((3-(N-(2-(pyridin-2-yl)ethyl)sulfamoyl)-4-(trifluoromethyl)phenyl)amino)ethyl)-2,3-dihydropyridazin-4-yl)methyl)carbamate ClC1=C(C(N(N=C1)CC(NC1=CC(=C(C=C1)C(F)(F)F)S(NCCC1=NC=CC=C1)(=O)=O)=O)=O)CNC(OC(C)(C)C)=O